2-((3-phenylprop-2-yn-1-yl)oxy)tetrahydrofuran C1(=CC=CC=C1)C#CCOC1OCCC1